7-methoxy-6-(4-methoxyphenyl)-3-phenyl-N,2-di(pyridin-2-yl)pyrazolo[1,5-a]pyrimidin-5-amine COC1=C(C(=NC=2N1N=C(C2C2=CC=CC=C2)C2=NC=CC=C2)NC2=NC=CC=C2)C2=CC=C(C=C2)OC